C1(=CC=CC=C1)NC1=CC=C(C=C1)C1=CC=C(C=C1)NC1=CC=CC=C1 N4,N4'-diphenyl-[1,1'-biphenyl]-4,4'-diamine